7-Bromo-N2-(2,4-difluorophenyl)-N4-(5-methyl-1H-pyrazol-3-yl)quinazoline-2,4-diamine BrC1=CC=C2C(=NC(=NC2=C1)NC1=C(C=C(C=C1)F)F)NC1=NNC(=C1)C